BrC1=CC(=NC=C1)C1(COC1)C(C)C1=CC2=C(OC(O2)(F)F)C=C1 4-bromo-2-[3-[1-(2,2-difluoro-1,3-benzodioxol-5-yl)ethyl]oxetan-3-yl]pyridine